2-(3-(2-((1,5-dimethyl-1H-pyrazol-3-yl)amino)-5-methylpyrimidin-4-yl)-1H-indol-7-yl)-4-(4-(hydroxymethyl)phenyl)isoindolin-1-one CN1N=C(C=C1C)NC1=NC=C(C(=N1)C1=CNC2=C(C=CC=C12)N1C(C2=CC=CC(=C2C1)C1=CC=C(C=C1)CO)=O)C